4-benzendimethanol C1(=CC=C(C=C1)CO)CO